8-(8-amino-1-bromoimidazo[1,5-a]pyrazin-3-yl)-2-methyl-2,8-diazaspiro[4.5]decan-1-one NC=1C=2N(C=CN1)C(=NC2Br)N2CCC1(CCN(C1=O)C)CC2